3-(2,6-Bis(benzyloxy)pyridin-3-yl)-1-methyl-7-(4-(3-methyl-4-(4,4,5,5-tetramethyl-1,3,2-dioxaborolan-2-yl)phenyl)piperidin-1-yl)-1H-indazole C(C1=CC=CC=C1)OC1=NC(=CC=C1C1=NN(C2=C(C=CC=C12)N1CCC(CC1)C1=CC(=C(C=C1)B1OC(C(O1)(C)C)(C)C)C)C)OCC1=CC=CC=C1